S1C(=CC=C1)CC=CC=1SC=CC1 1,3-di(thien-2-yl)-2-propen